bis-(3-(3,5-di-tert-butyl-4-hydroxyphenyl)propionyl)hexamethylenediamine C(C)(C)(C)C=1C=C(C=C(C1O)C(C)(C)C)CCC(=O)NCCCCCCNC(CCC1=CC(=C(C(=C1)C(C)(C)C)O)C(C)(C)C)=O